CC1=CNC2=NC=C(C=C21)C=2C=C1CCN(CC1=C(C2)[C@H]2NCCC2)C(=O)C2=CC=NC=C2 (S)-(6-(3-methyl-1H-pyrrolo[2,3-b]pyridin-5-yl)-8-(pyrrolidin-2-yl)-3,4-dihydroisoquinolin-2(1H)-yl)(pyridin-4-yl)methanone